CC(=C)C(=O)NC N,N'-Dimethylacrylamide